CC1=CC(C=C(C1=O)C)C1C=C(C(C(=C1)C)=O)C 4-(3,5-dimethyl-4-oxo-2,5-cyclohexadien-1-yl)-2,6-dimethyl-2,5-cyclohexadien-1-one